N1C(C=CC=C1)C(=O)N pyridine-2(1H)-carboxamide